FC1=NN(C2=CC(=C(C=C12)F)/C=C/C(=O)NC=1C(=NC(=CC1C)OC)C)C1OCCCC1 (2E)-3-[3,5-difluoro-1-(oxan-2-yl)indazol-6-yl]-N-(6-methoxy-2,4-dimethylpyridin-3-yl)prop-2-enamide